[3-(6-aminohexylamino)propyl]trimethyloxysilane NCCCCCCNCCC[Si](OC)(OC)OC